SULFATE CALCIUM [Ca+2].S(=O)(=O)([O-])[O-]